N1=C(N=C2NC(=NC2=C1)N)N 9H-purine-2,8-diamine